OC=1C(=CC=NC1)S(=O)(=O)NC1CC(C1)(C)C 5-hydroxy-N-(3,3-dimethylcyclobutyl)-pyridine-4-sulfonamide